(2-(2-amino-ethoxy)-ethoxy)-acetic acid NCCOCCOCC(=O)O